CN1C(=NC2=C1C=CC(=C2)C(=O)N2C[C@@H](CCC2)NC(OC(C)(C)C)=O)C=2N(C1=CC=CC=C1C2)CC=2C=NN(C2)C (R)-tert-butyl (1-(1-methyl-2-(1-((1-methyl-1H-pyrazol-4-yl)methyl)-1H-indol-2-yl)-1H-benzo[d]imidazole-5-carbonyl)piperidin-3-yl)carbamate